FC(OC=1C=C(C=CC1)C1=CN(C=2C1=NC=C(C2)C(=O)OC)C2=NC=C(C=N2)F)F Methyl 3-(3-(difluoromethoxy)phenyl)-1-(5-fluoropyrimidin-2-yl)-1H-pyrrolo[3,2-b]pyridine-6-carboxylate